NCCCCC(=O)N1C2=C(C#CC3=C(C1)C=CC=C3)C=CC=C2 5-amino-1-(11,12-didehydrodibenz[b,f]azocine-5(6H)-yl)-1-pentanone